3-fluoro-8,8-dimethyl-7,8-dihydro-6H-cyclopenta[e]pyrazolo[1,5-a]pyrimidine-6-carboxylic acid FC=1C=NN2C1N=CC1=C2C(CC1C(=O)O)(C)C